FC1=CC=C2C[C@@H]([C@@H](C2=C1F)NC(=O)C=1C=NC(=CC1)C1=C2C(=NC=C1)NC=C2)O N-[(1R,2S)-6,7-Difluoro-2-hydroxy-2,3-dihydro-1H-inden-1-yl]-6-{1H-pyrrolo[2,3-b]pyridin-4-yl}pyridine-3-carboxamide